C(C)(C)(C)C=1C=NN2C1N=C(N=C2O)C=2C=NC=C(C2)F 8-tert-butyl-2-(5-fluoro-3-pyridinyl)pyrazolo[1,5-a][1,3,5]Triazin-4-ol